3-bromo-5-ethenylpyrazolo[1,5-a]pyridine-7-carbonitrile BrC=1C=NN2C1C=C(C=C2C#N)C=C